COC(=O)C1N(CCCC1)C(=O)C=1N=C(SC1)C#C 1-(2-Acetylenyl-thiazole-4-carbonyl)piperidine-2-carboxylic acid methyl ester